7-fluoro-2-methyl-quinazoline-4-thiol FC1=CC=C2C(=NC(=NC2=C1)C)S